FC(C(C(OCF)(F)F)C(F)(F)F)(F)F 1,1,1,3,3-pentafluoro-3-(fluoromethoxy)-2-(trifluoromethyl)propane